C(C)(=O)OC=1C(=NC=CC1OC)C(N[C@@H](C)C=1OC(=NN1)C1=CC=CC=C1)=O (S)-4-methoxy-2-((1-(5-phenyl-1,3,4-oxadiazol-2-yl)ethyl)carbamoyl)pyridin-3-yl acetate